CO[Si](CCCNCC(C[Si](OC)(OC)OC)C)(OC)OC N-(3'-trimethoxysilylpropyl)-3-amino-2-methylpropyl-trimethoxy-silane